O[C@H](CN(C(OC)=O)CCC=1C=NC(=CC1)C(F)(F)F)C=1C=NC=CC1 Methyl N-[(2S)-2-hydroxy-2-(3-pyridyl)ethyl]-N-[2-[6-(trifluoromethyl)-3-pyridyl]ethyl]carbamate